iodonium water O.[IH2+]